OC[C@H](C)NC(=O)C=1C(N(N=C(C1)C1=CC=C(C=C1)C)C=1C=NC=CC1)=O N-[(2S)-1-hydroxypropan-2-yl]-6-(4-methylphenyl)-3-oxo-2-(pyridin-3-yl)-2,3-dihydropyridazin-4-carboxamide